COCC1(CCN(CC1)CCC1=CNC2=CC=C(C=C12)C)N(C(=O)C=1OC=CC1)C1=CC=CC=C1 N-(4-(methoxymethyl)-1-(2-(5-methyl-1H-indol-3-yl)ethyl)piperidin-4-yl)-N-phenylfuran-2-carboxamide